C1(CCC1)C1=C(N)C(=CC=C1)S(=O)(=O)C 2-cyclobutyl-6-(methylsulfonyl)aniline